CC=1C(=NC=CC1)CN(CCCCN)CC1=NC=CC=C1 N1-((3-Methylpyridin-2-yl)methyl)-N1-(pyridin-2-ylmethyl)butane-1,4-diamine